tri(4-t-butylphenyl) phosphite P(OC1=CC=C(C=C1)C(C)(C)C)(OC1=CC=C(C=C1)C(C)(C)C)OC1=CC=C(C=C1)C(C)(C)C